FC[C@@H](C)N1CC=2C=NC=CC2C1=O 2-((R)-1-fluoropropan-2-yl)-2,3-dihydro-1H-pyrrolo[3,4-c]pyridin-1-one